4-fluoro-3-hydroxybutyryl-CoA FCC(CC(=O)SCCNC(CCNC([C@@H](C(COP(OP(OC[C@@H]1[C@H]([C@H]([C@@H](O1)N1C=NC=2C(N)=NC=NC12)O)OP(=O)(O)O)(=O)O)(=O)O)(C)C)O)=O)=O)O